BrC=1C=NC(=C(C(=O)N(C)OC)C1)OC 5-bromo-N,2-dimethoxy-N-methylnicotinamide